CC1(OB(OC1(C)C)C=1C=NC(=NC1)N1C2COC(C1)C2)C 5-[5-(4,4,5,5-tetramethyl-1,3,2-dioxaborolan-2-yl)pyrimidin-2-yl]-2-oxa-5-azabicyclo[2.2.1]heptane